FC1=C(C(=O)OC(C)(C)C)C=CC(=C1)N1CCNCC1 tert-butyl 2-fluoro-4-piperazin-1-yl-benzoate